(3-(4,6-dichloro-1,3,5-triazin-2-yl)-1,2,3,4,4a,5-hexahydrobenzo[b]pyrazino[1,2-d][1,4]oxazin-8-yl)-2-(1,5-dimethyl-3-phenyl-1H-pyrrol-2-yl)-2-oxoacetamide ClC1=NC(=NC(=N1)Cl)N1CC2N(C3=C(OC2)C=C(C=C3)NC(C(=O)C=3N(C(=CC3C3=CC=CC=C3)C)C)=O)CC1